FC=1C=C(N)C=CC1SC1=C(C=NC2=CC(=C(C=C12)OC)OC)F 3-fluoro-4-[(3-fluoro-6,7-dimethoxy-4-quinolyl)sulfanyl]aniline